C(C1=CC=CC=C1)OC(CC(C)=O)(C)C 4-(benzyloxy)-4-methylpentan-2-one